3-[2-chloro-5-(3,5-dimethyl-2,6-dioxo-4-thioxo-1,3,5-triazin-1-yl)-4-fluoro-phenyl]-4,5-dimethyl-4H-isoxazole-5-carboxylic acid methyl ester COC(=O)C1(C(C(=NO1)C1=C(C=C(C(=C1)N1C(N(C(N(C1=O)C)=S)C)=O)F)Cl)C)C